CN(C)[SiH2]C=C(COC)COC (dimethylamino)di(methoxymethyl)vinylsilane